3,4-dichloro-2-methyl-indazol ClC=1N(N=C2C=CC=C(C12)Cl)C